4-(4-(1-((4-aminobicyclo[2.2.2]oct-1-yl)methyl)-3-methyl-6,7-dihydro-1H-pyrazolo[4,3-c]pyridin-5(4H)-yl)pyridin-2-yl)benzonitrile NC12CCC(CC1)(CC2)CN2N=C(C=1CN(CCC12)C1=CC(=NC=C1)C1=CC=C(C#N)C=C1)C